2-[(5-carbamoyl-6-methoxy-3-pyridyl)amino]-2-oxo-acetic acid C(N)(=O)C=1C=C(C=NC1OC)NC(C(=O)O)=O